BrCC1=NN(C2=NC(=CC=C21)F)C(=O)OC(C)(C)C tert-butyl 3-(bromomethyl)-6-fluoro-pyrazolo[3,4-b]pyridine-1-carboxylate